tert-butyl 1-(methyl-d3)-3-trityl-3,8-diazabicyclo[3.2.1]octane-8-carboxylate C(C12CN(CC(CC1)N2C(=O)OC(C)(C)C)C(C2=CC=CC=C2)(C2=CC=CC=C2)C2=CC=CC=C2)([2H])([2H])[2H]